FC(C(=O)O)(F)F.COC=1C=C(C=NC1)C1=CC(=NC=C1)C1=CN=C(N1)NCCCCC 5-(5-Methoxy-3,4'-bipyridin-2'-yl)-N-pentyl-1H-imidazol-2-amine trifluoroacetate salt